1-(tert-butyl) 2-methyl (2R,4S)-4-(pyridin-2-yloxy)pyrrolidine-1,2-dicarboxylate N1=C(C=CC=C1)O[C@H]1C[C@@H](N(C1)C(=O)OC(C)(C)C)C(=O)OC